4-(((3aS,7aS)-1-acryloyloctahydro-4H-pyrrolo[3,2-b]pyridin-4-yl)methyl)-N-(4-(4-morpholino-7H-pyrrolo[2,3-d]pyrimidin-6-yl)phenyl)picolinamide C(C=C)(=O)N1CC[C@@H]2N(CCC[C@@H]21)CC2=CC(=NC=C2)C(=O)NC2=CC=C(C=C2)C2=CC1=C(N=CN=C1N1CCOCC1)N2